(3R,4R)-4-METHOXY-2-METHYLHEPT-6-ENE-3-SULFONAMIDE CO[C@@H]([C@@H](C(C)C)S(=O)(=O)N)CC=C